C(C)(C)(C)OC(C(CCC(N(CCOCCOCCOCCOCCOCCNCC)CC)=O)N1CCN(CCN(CCN(CC1)CC(OC(C)(C)C)=O)CC(OC(C)(C)C)=O)CC(=O)OC(C)(C)C)=O 4-[ethyl-(3,6,9,12,15-pentaoxa-18-azaeicosan-1-yl)carbamoyl]-2-{4,7,10-tris[2-(tert-butoxy)-2-oxoethyl]-1,4,7,10-tetraazacyclododecan-1-yl}butanoic acid tert-butyl ester